NCCCC=CC(=O)SCCNC(CCNC([C@@H](C(COP(OP(OC[C@@H]1[C@H]([C@H]([C@@H](O1)N1C=NC=2C(N)=NC=NC12)O)OP(=O)(O)O)(=O)O)(=O)O)(C)C)O)=O)=O 6-aminohex-2-enoyl-CoA